9-benzyl-9H-purine-6-d C(C1=CC=CC=C1)N1C2=NC=NC(=C2N=C1)[2H]